OC(COC=1C=CC(=NC1C)C1=CNC2=C(C=CC=C12)C#N)(C)C 3-[5-(2-hydroxy-2-methylpropoxy)-6-methylpyridin-2-yl]-1H-indole-7-carbonitrile